DL-beta-(3-indolyl)-alpha-aminopropionic acid N1C=C(C2=CC=CC=C12)C[C@H](C(=O)O)N |r|